N-((R or S)-(3-chloro-4-fluorophenyl)(6-(trifluoromethyl)pyridin-2-yl)methyl)-3-oxopiperazine-1-carboxamide ClC=1C=C(C=CC1F)[C@@H](NC(=O)N1CC(NCC1)=O)C1=NC(=CC=C1)C(F)(F)F |o1:8|